chloroform HCl Cl.C(Cl)(Cl)Cl